N-(3-amino-trans-cyclobutyl)-N-cyclobutyl-2-(4-(hexyloxy)phenyl)acetamide N[C@@H]1C[C@H](C1)N(C(CC1=CC=C(C=C1)OCCCCCC)=O)C1CCC1